C(C)(C)(C)N1CCC(CC1)N1C=NC2=C(C1=O)SC(=N2)C=2C=C(C=1N(N2)C=C(N1)C)C tert-butyl-4-(2-(2,8-dimethylimidazo[1,2-b]pyridazin-6-yl)-7-oxothiazolo[4,5-d]pyrimidin-6(7H)-yl)piperidine